2-[(3-diethylaminopropyl)dimethoxysilyl]styrene C(C)N(CCC[Si](C1=C(C=C)C=CC=C1)(OC)OC)CC